1-((1r,3r,5s,6r)-3-(6-chloro-1H-indazol-4-yl)-3-hydroxy-bicyclo[3.1.0]hexane-6-yl)-3-cyclopropylurea ClC1=CC(=C2C=NNC2=C1)C1(C[C@H]2C([C@H]2C1)NC(=O)NC1CC1)O